3-[(6-chloro-5-methyl-1,2,4-triazin-3-yl)amino]-1-methyl-cyclobutanol ClC1=C(N=C(N=N1)NC1CC(C1)(O)C)C